1,9-diazatricyclo[6.3.1.04,12]dodeca-2,4,6,8(12)-tetraen-2-ylmethanol N12C(=CC3=CC=CC(NCC1)=C23)CO